4-(aminomethyl)-N-(prop-2-ynyl)benzamide NCC1=CC=C(C(=O)NCC#C)C=C1